FC1([C@H]2[C@@H](N(C1)C(=O)OCC1=CC=CC=C1)C(N(C2)CC(C(=O)OCC2=CC=C(C=C2)OC)(C)C)=O)F benzyl (3aR,6aR)-3,3-difluoro-5-(3-((4-methoxybenzyl) oxy)-2,2-dimethyl-3-oxopropyl)-6-oxohexahydropyrrolo[3,4-b]pyrrole-1(2H)-carboxylate